C(C)O[Si](OCC)(OCC)C1(C(=O)OC(C1)=O)CCC Triethoxysilyl-propyl-Succinic Anhydride